N-(4-nitrophenylethyl)isoquinolin-1-amine [N+](=O)([O-])C1=CC=C(C=C1)CCNC1=NC=CC2=CC=CC=C12